FC(C1NCC2=CC(=CC=C2C1)S(=O)(=O)N)(F)F 3-(trifluoromethyl)-1,2,3,4-tetrahydroisoquinoline-7-sulfonamide